NC1=NC=CC(=C1Cl)SC=1N=C2C(=NC1)NC(=N2)N2CCC1(CC2)[C@@H](C2=CC(=CC=C2C1)OC)N (S)-1'-(5-((2-amino-3-chloropyridin-4-yl)thio)-1H-imidazo[4,5-b]pyrazin-2-yl)-6-methoxy-1,3-dihydrospiro[indene-2,4'-piperidin]-1-amine